N(=[N+]=[N-])CCOCCOC1(NC=CC=C1)[N+](=O)[O-] 2-(2-(2-azidoethoxy)ethoxy)-2-nitropyridine